(±)-(4Z)-2-[[trans-4-Hydroxycycloheptyl]amino]-4-[(1-methylindazol-5-yl)methylene]-1H-imidazol-5-one O[C@@H]1CC[C@H](CCC1)NC=1NC(/C(/N1)=C/C=1C=C2C=NN(C2=CC1)C)=O |r|